BrC1=CC(=C(C=C1O)CC(=O)O)F 2-(4-bromo-2-fluoro-5-hydroxy-phenyl)acetic acid